imidazo[1,2-a]pyrazine (trifluoroacetate) FC(C(=O)O)(F)F.N=1C=CN2C1C=NC=C2